BrC1=CC[C@@H](N(C1)CC(C(=O)O)NC(=O)OC(C)(C)C)COC 3-((R)-5-bromo-2-(methoxymethyl)-3,6-dihydropyridin-1(2H)-yl)-2-((tert-butoxycarbonyl)amino)propanoic acid